(2-((2-((1-((dimethylamino)methyl)cyclopropyl)methoxy)-7-(8-ethylnaphthalen-1-yl)-5,6,7,8-tetrahydropyrido[3,4-d]pyrimidin-4-yl)amino)ethyl)-1,3,4-oxadiazol-2-amine CN(C)CC1(CC1)COC=1N=C(C2=C(N1)CN(CC2)C2=CC=CC1=CC=CC(=C21)CC)NCCC2=NN=C(O2)N